neodymium-silver [Ag].[Nd]